(2S,6R)-2-[1-(cyclopropylmethyl)pyrazol-4-yl]-6-methyl-morpholine C1(CC1)CN1N=CC(=C1)[C@H]1CNC[C@H](O1)C